monoethylsulphonate C(C)OS(=O)=O